tert-butyl (3aR,5R,6aS)-5-[4,5-dichloro-2-(prop-2-en-1-yloxy)benzoyl]-hexahydro-1H-cyclopenta[c]pyrrole-2-carboxylate ClC1=CC(=C(C(=O)C2C[C@@H]3[C@@H](CN(C3)C(=O)OC(C)(C)C)C2)C=C1Cl)OCC=C